COC=1C(=CC=2[C@@H]3N(N4C(C2C1)=CC(C(=C4)C(=O)O)=O)C(CC3)(C)C)OCCCOC3=CC=CC=C3 (R)-11-methoxy-3,3-dimethyl-8-oxo-12-(3-phenoxypropoxy)-2,3,8,13b-tetrahydro-1H-pyrido[2,1-a]pyrrolo[1,2-c]phthalazine-7-carboxylic acid